FC=1C=C(C#N)C=CC1OCC1=NC(=CC=C1F)N1C(NCC1)=O 3-Fluoro-4-((3-fluoro-6-(2-oxoimidazolidin-1-yl)pyridin-2-yl)methoxy)benzonitrile